di-tert-butyl (4-((3-(trifluoromethyl)benzyl)amino)-1,2-phenylene)dicarbamate FC(C=1C=C(CNC2=CC(=C(C=C2)NC(OC(C)(C)C)=O)NC(OC(C)(C)C)=O)C=CC1)(F)F